C(#N)C1=CC=C(C2=CC=CC=C12)OB(O)O (4-cyanonaphthalen-1-yl)boric acid